N[C@]1(CCOC2=CC(=CC=C12)Cl)CO (S)-(4-amino-7-chlorochroman-4-yl)methanol